CC1(NC2=NC(=CC=C2CC1)CCCCOC1CNCC1)C 2,2-dimethyl-7-(4-(pyrrolidin-3-yloxy)butyl)-1,2,3,4-tetrahydro-1,8-naphthyridine